FSC1=CC2=C(N=CN2)C=C1 5-fluorothiobenzimidazole